F[C@@H](CCCCC(=O)NC1=C(C=C(C=C1)CCC1=CC=C(C=C1)C(F)(F)F)N1CCCCC1)CF (6S)-6,7-difluoro-N-(2-(piperidin-1-yl)-4-(4-(trifluoromethyl)phenethyl)phenyl)heptanamide